4-(2-ethoxy-2-oxoethyl)piperidine-1-carboxylate C(C)OC(CC1CCN(CC1)C(=O)[O-])=O